(3S)-3-(5-{[(3S,4S)-1-({8-fluoro-2-[(oxan-4-yloxy)methyl]quinazolin-6-yl}methyl)-4-(methoxymethyl)pyrrolidin-3-yl]oxy}-1-oxo-2,3-dihydro-1H-isoindol-2-yl)piperidine-2,6-dione FC=1C=C(C=C2C=NC(=NC12)COC1CCOCC1)CN1C[C@H]([C@@H](C1)COC)OC=1C=C2CN(C(C2=CC1)=O)[C@@H]1C(NC(CC1)=O)=O